ClC1=CC=C(C(=N1)C(=O)O)N[C@H](C)C1=C2N=C(C(=NC2=CC(=C1)C)C#N)N1CCN(CC1)C1=C(C=CC=C1)C (R)-6-chloro-3-((1-(2-cyano-7-methyl-3-(4-(o-tolyl)piperazin-1-yl)quinoxalin-5-yl)ethyl)amino)picolinic acid